C(C)(C)(C)OC(=O)N1[C@@H]2[C@H](NC[C@H]1CC2)C(=C)C.NC=2C(=NC(=C(N2)C(=O)NCCNC(CCOCCOCCOCCOC)=O)N)C(=O)NCCNC(CCOCCOCCOCCOC)=O 3,6-diamino-N2,N5-bis(14-oxo-2,5,8,11-tetraoxa-15-azaheptadecan-17-yl)pyrazine-2,5-dicarboxamide tert-butyl-(1S,2R,5R)-2-(prop-1-en-2-yl)-3,8-diazabicyclo[3.2.1]octane-8-carboxylate